3-Benzyl-4-((Tert-Butoxycarbonyl)Amino)Butanoic Acid C(C1=CC=CC=C1)C(CC(=O)O)CNC(=O)OC(C)(C)C